FC1(OC2=C(O1)C=CC(=C2)NC2=NC=C(C(=N2)N2C=C(C=C2)C(=O)NC(CO)C2=CC=CC=C2)C)F 1-(2-((2,2-difluoro-benzo[d][1,3]dioxol-5-yl)amino)-5-methylpyrimidin-4-yl)-N-(2-hydroxy-1-phenylethyl)-1H-pyrrole-3-carboxamide